N-hydroxy-N-succinyl-putrescine C(CCN(C(=O)CCC(=O)[O-])O)C[NH3+]